C(C)S(=O)(=O)C=1C=CC(=C(C1)C=1C=CC(N(C1)C)=O)OC1=CC=C(C=C1)OCC1CCNCC1 5-[5-ethylsulfonyl-2-[4-(4-piperidylmethoxy)phenoxy]phenyl]-1-methyl-pyridin-2-one